(1R,2S)-N-(7-chloro-6-(4-((3S,4S)-4-hydroxy-3-methyltetrahydrofuran-3-yl)piperazin-1-yl)isoquinolin-3-yl)-2-(pyridin-2-yl)cyclobutane-1-carboxamide ClC1=C(C=C2C=C(N=CC2=C1)NC(=O)[C@H]1[C@H](CC1)C1=NC=CC=C1)N1CCN(CC1)[C@]1(COC[C@H]1O)C